FC1=C(C=CC(=N1)C(=O)NC)C1CCN(CC1)CC=1C(=C2NC(C(=NC2=CC1)C)=O)F 6-fluoro-5-{1-[(5-fluoro-2-methyl-3-oxo-4H-quinoxalin-6-yl)methyl]piperidin-4-yl}-N-methylpyridine-2-carboxamide